ClC=1C(=C2C(=NC=NC2=CC1C1=C(C=CC=C1O)F)N1CCN(CC1)C(C=C)=O)C(F)(F)F 1-(4-(6-chloro-7-(2-fluoro-6-hydroxy-phenyl)-5-(trifluoro-methyl)quinazolin-4-yl)piperazin-1-yl)prop-2-en-1-one